N[C@H]1CS(C2=C(N(C1=O)CC1=CC=C(C=C1)Cl)C=C(C(=C2)F)C2=NN=C(O2)C(C#N)(C)C)(=O)=O 2-[5-[(3R)-3-amino-5-[(4-chlorophenyl)methyl]-8-fluoro-1,1,4-trioxo-2,3-dihydro-1lambda6,5-benzothiazepin-7-yl]-1,3,4-oxadiazol-2-yl]-2-methyl-propanenitrile